OCCOC(=O)C=1C=C(C=C(C1)C(=O)OCCO)S(=O)(=O)[O-].C(CCC)[P+](CCCC)(CCCC)CCCC tetrabutylphosphonium 3,5-di(β-hydroxyethoxycarbonyl)benzenesulfonate